3-iodo-6-nitro-1-[[2-(trimethylsilyl)ethoxy]methyl]-1H-indazole IC1=NN(C2=CC(=CC=C12)[N+](=O)[O-])COCC[Si](C)(C)C